3-[(4-bromo-2-fluoro-3-methyl-phenyl)methylene]azetidine BrC1=C(C(=C(C=C1)C=C1CNC1)F)C